CN(/C=C/C(=O)C1[C@H]2CN(C[C@@H]12)C(=O)OC(C)(C)C)C Tert-butyl (1R,5S,6R)-6-((E)-3-(dimethylamino) acryloyl)-3-azabicyclo[3.1.0]hexane-3-carboxylate